3-bromo-4-chloro-5-((3-methoxy-3-oxopropyl)thio)-1H-indazole BrC1=NNC2=CC=C(C(=C12)Cl)SCCC(=O)OC